C(#N)C=1C=C(C=CC1)N1C=C(C2=C1N=CN=C2N2[C@H](CN(CC2)C(=O)OC(C(F)(F)F)(C)C)C)C2CC2 trifluoro-2-methylpropan-2-yl (S)-4-(7-(3-cyanophenyl)-5-cyclopropyl-7H-pyrrolo[2,3-d]pyrimidin-4-yl)-3-methylpiperazine-1-carboxylate